8-(4-(cyanomethyl)phenoxy)-N-(4-(methylpiperazin-1-yl)phenyl)quinazolin-2-amine C(#N)CC1=CC=C(OC=2C=CC=C3C=NC(=NC23)NC2=CC=C(C=C2)N2C(CNCC2)C)C=C1